N(=[N+]=[N-])CC(=O)NCCCC[C@H](N)C(=O)O N6-(2-azido-acetyl)-lysine